dibutyl phosphite P(OCCCC)(OCCCC)[O-]